NC1=C(C=C(C2=CC=CC=C12)S(=O)(=O)O)N=NC=1C=NC(=CC1)C1=CC(=CC=C1)C#N 4-amino-3-[6-(3-cyanophenyl)pyridine-3-ylazo]naphthalene-1-sulfonic acid